C(=C)[SiH]1N([SiH](N([SiH](N1C)C=C)C)C=C)C trivinyltrimethyl-cyclotrisilazane